C(#N)C1=CC=C(C=C1)[C@@H](N1C[C@@H](N(C[C@H]1CC)C(=O)OC(C)(C)C)C)C1=CC=C(C=C1)F tert-butyl (2S,5R)-4-((R)-(4-cyanophenyl)(4-fluorophenyl)methyl)-5-ethyl-2-methylpiperazine-1-carboxylate